(2R,4aR,9aR)-7-(2-(5-hydroxy-2,2-dimethylchroman-7-yl)ethyl)-5-methoxy-1,1,4a-trimethyl-2,3,4,4a,9,9a-hexahydro-1H-xanthen-2-ol OC1=C2CCC(OC2=CC(=C1)CCC1=CC(=C2O[C@@]3(CC[C@H](C([C@H]3CC2=C1)(C)C)O)C)OC)(C)C